COC1=C(C=O)C=CC(=N1)C1=C(C(=CC=C1)B1OC(C(O1)(C)C)(C)C)C(F)(F)F 2-Methoxy-6-(3-(4,4,5,5-tetramethyl-1,3,2-dioxaborolan-2-yl)-2-(trifluoromethyl)phenyl)nicotinaldehyde